C(C=CC)C1=C(C=C(C=C1C)C)C 2-but-2-enyl-1,3,5-trimethylbenzene